methyl 7-(3-cyclopropylphenoxy)imidazo[1,2-b]pyridazine-8-carboxylate C1(CC1)C=1C=C(OC2=C(C=3N(N=C2)C=CN3)C(=O)OC)C=CC1